P(=O)(O[C@]1(O[C@H]([C@@H]2OC(O[C@@H]21)(C)C)C2=CC=C1C(=NC=NN12)N)C#N)(OC1(CCCC1)C)OC1=CC=C(C=C1)[N+](=O)[O-] ((3AS,4R,6S,6aS)-6-(4-aminopyrrolo[2,1-f][1,2,4]triazin-7-yl)-4-cyano-2,2-dimethyltetrahydrofurano[3,4-d][1,3]dioxol-4-yl) methylcyclopentyl (4-nitrophenyl) phosphate